FC1=C(C(=O)N(C2=NC=CC3=C2C=C(S3)C=3SC=CN3)[C@H]3CNCCC3)C=CC(=C1)N1N=NC=3C1=NC=CC3 2-fluoro-N-[(3R)-3-piperidyl]-N-(2-thiazol-2-ylthieno[3,2-c]pyridin-4-yl)-4-(triazolo[4,5-b]pyridin-3-yl)benzamide